ClC=1C(=C(C(=CC1N1C[C@](CC1)(OC)CN(C)C)F)S(=O)(=O)N(C1=NC(=CC=C1)F)CC1=C(C=C(C=C1)OC)OC)F |r| (R)- and (S)-3-chloro-N-(2,4-dimethoxybenzyl)-4-(3-((dimethylamino)methyl)-3-methoxypyrrolidin-1-yl)-2,6-difluoro-N-(6-fluoropyridin-2-yl)benzenesulfonamide